C(C)(C)(C)OC(=O)N1CCCC(CCC1)[C@H](C)N 5-[(1S)-1-aminoethyl]azacyclooctane-1-carboxylic acid tert-butyl ester